4-(5-((cyclopropylsulfonyl)oxy)pyrimidin-2-yl)-1-methyl-1H-pyrazole-5-carboxylic acid C1(CC1)S(=O)(=O)OC=1C=NC(=NC1)C=1C=NN(C1C(=O)O)C